(R)-1-(2-(1-(4-(trifluoromethyl)phenyl)-1H-benzo[d]imidazol-6-yl)pyrimidin-4-yl)ethane-1,2-diol FC(C1=CC=C(C=C1)N1C=NC2=C1C=C(C=C2)C2=NC=CC(=N2)[C@H](CO)O)(F)F